methyl-[2,4'-bipyridin] CC=1C(=NC=CC1)C1=CC=NC=C1